NC1=C(C(=O)NC2=CSC=C2)C(=C(C=C1C=O)F)C(F)(F)F 2-amino-5-fluoro-3-formyl-N-(thiophen-3-yl)-6-(trifluoromethyl)benzamide